CN(C=1N=C(N(N1)C1=NC=CC=N1)[C@H](C)NC(OC(C)(C)C)=O)C tert-Butyl N-[(1S)-1-[5-(dimethylamino)-2-pyrimidin-2-yl-1,2,4-triazol-3-yl]ethyl]carbamate